C(CC(O)(C(=O)O)CC(=O)O)(=O)O.C(C)O[C@@H]([C@]1(CN(CC1)C(C)(CC)C=1C=CC(=NC1)C)CCC=1SC(=CC1)F)C1=CC=CC=C1 |o1:16,17| 5-(2-((R or S)-3-((R or S)-ethoxy(phenyl)methyl)-3-(2-(5-fluorothiophen-2-yl)ethyl)pyrrolidin-1-yl)butan-2-yl)-2-methylpyridine citrate